5-[2-chloro-3-[(7R)-3-(3,5-difluorophenyl)-2,7-dimethyl-5,7-dihydro-4H-pyrazolo[3,4-c]pyridine-6-carbonyl]-5-fluoro-phenyl]-1H-pyridin-2-one ClC1=C(C=C(C=C1C(=O)N1[C@@H](C=2C(CC1)=C(N(N2)C)C2=CC(=CC(=C2)F)F)C)F)C=2C=CC(NC2)=O